C1(=CC=CC=C1)C(C)NC=1C=CC=C2C=3C=C(C=CC3NC12)C1=CC=C2CCNC(C2=C1)=O 7-(8-((1-phenylethyl)amino)-9H-carbazol-3-yl)-3,4-dihydroisoquinolin-1(2H)-one